N-(6-Propoxybenzothiazol-2-yl)-4-morpholinobenzamid C(CC)OC1=CC2=C(N=C(S2)NC(C2=CC=C(C=C2)N2CCOCC2)=O)C=C1